1-(isocyanatomethyl)-4-(2-methylpropoxy)benzene N(=C=O)CC1=CC=C(C=C1)OCC(C)C